3α-hydroxy-5α,17α-pregnan-20-one O[C@H]1C[C@@H]2CC[C@H]3[C@@H]4CC[C@@H](C(C)=O)[C@]4(CC[C@@H]3[C@]2(CC1)C)C